N-Boc-N-methyl-4-(3'-aminopropyl)-3,5-dimethyl-hept-2,5-dien-4-ol C(=O)(OC(C)(C)C)N(CCCC(C(=CC)C)(C(=CC)C)O)C